C(N)(O[C@H]1[C@H](C2=CC=CC=C2CC1)O)=O (1S,2R)-1-hydroxy-1,2,3,4-tetrahydronaphthalen-2-yl carbamate